(6R)-12,12-dimethyl-6,15-bis(trifluoromethyl)-19-oxa-3,4,13,18-tetraazatricyclo[12.3.1.12,5]nonadec-1(18),2,4,14,16-penta-en-6,17-diol CC1(CCCCC[C@](C2=NN=C(C=3C(=CC(=C(N1)N3)C(F)(F)F)O)O2)(O)C(F)(F)F)C